N1C=NC2=C1C=CC(=C2)C2=NC(=NC=C2)NC=2C=C(C=CC2)C(=O)N2CCOCC2 (3-((4-(1H-benzo[d]imidazol-5-yl)pyrimidin-2-yl)amino)phenyl)(morpholino)methanone